2-(2-chloro-3-fluorophenyl)-5-(1H-pyrrolo[2,3-b]pyridin-4-yl)-1-{[2-(trimethylsilyl)ethoxy]methyl}-1H-pyrrole-3-carboxylic acid ClC1=C(C=CC=C1F)C=1N(C(=CC1C(=O)O)C1=C2C(=NC=C1)NC=C2)COCC[Si](C)(C)C